BrC=1C=CC(=C(CC=2SC(=CC2)C)C1)Cl 2-(5-bromo-2-chlorobenzyl)-5-methylthiophene